N[C@@H]([C@H](O)C)C(=O)[NH-] threonyl-amide